2-PHENYLBUTYRIC ACID C1(=CC=CC=C1)C(C(=O)O)CC